tert-butyl phenylpropanoate C1(=CC=CC=C1)C(C(=O)OC(C)(C)C)C